2-chlorophenyl-2-(4-cyanophenylamino)-pyrimidin-4-ylketone-N-(2-methoxyphenyl) semicarbazone COC1=C(C=CC=C1)N(N=C(C1=NC(=NC=C1C1=C(C=CC=C1)Cl)NC1=CC=C(C=C1)C#N)C1=NC(=NC=C1C1=C(C=CC=C1)Cl)NC1=CC=C(C=C1)C#N)C(=O)N